N1=CN=C2NC=NC2=C1C=1C(=NC=CC1)NC=1C=C(C=CC1C)NC(C[C@@H]1C[C@H](NCC1)C(F)(F)F)=O N-(3-(3-(9H-purin-6-yl)pyridin-2-ylamino)-4-methylphenyl)-2-((2S,4S)-2-(trifluoromethyl)piperidin-4-yl)acetamide